2,2'-imino-bis-(3-ethylbenzothiazoline-6-sulfonic acid) N(C1SC2=C(N1CC)C=CC(=C2)S(=O)(=O)O)C2SC1=C(N2CC)C=CC(=C1)S(=O)(=O)O